6-Fluoro-N-[4-fluoro-5-[5-(3-hydroxypentan-3-yl)-4H-1,2,4-triazol-3-yl]-2-methylphenyl]pyrazolo[1,5-a]pyridine-3-carboxamide FC=1C=CC=2N(C1)N=CC2C(=O)NC2=C(C=C(C(=C2)C2=NN=C(N2)C(CC)(CC)O)F)C